N-TERT-BUTYL-4-[[2-(5-CHLORO-2-HYDROXY-PHENYL)ACETYL]AMINO]PYRIDINE-2-CARBOXAMIDE C(C)(C)(C)NC(=O)C1=NC=CC(=C1)NC(CC1=C(C=CC(=C1)Cl)O)=O